C(C)OC(C(C(C(=O)OCC)[Si](C)(C)C)[Si](C)(C)C)=O 2,3-bis(trimethylsilyl)succinic acid diethyl ester